(3-Aminopropylamino)-10-chloro-12H-thiochromeno[2,3-c]Quinolin-12-one NCCCNC1=C2C3=C(C=NC2=CC=C1)SC=1C=CC(=CC1C3=O)Cl